C(C)(C)(C)OC(=O)N([C@@H]1CN(CC1)C=1C=C(C=NC1)B(O)O)C (S)-(5-(3-((tert-butoxycarbonyl)(methyl)amino)pyrrolidin-1-yl)pyridin-3-yl)boronic acid